1-(4-bromophenyl)-8-(5-chloropyridin-2-yl)-10-(hydroxymethyl)-9,10-dihydrophenanthren-4-ol BrC1=CC=C(C=C1)C1=CC=C(C=2C3=CC=CC(=C3CC(C12)CO)C1=NC=C(C=C1)Cl)O